OC=1C=C2CC3(C(N=C(O3)N3CCC4(CC3)OC(C3=C4C=CC=C3)=O)=O)CC2=CC1O 1'-(5,6-dihydroxy-4'-oxo-1,3-dihydro-4'H-spiro[indene-2,5'-[1,3]oxazol]-2'-yl)-3H-spiro[2-benzofuran-1,4'-piperidin]-3-one